tert-butyl 3-(4-(trifluoromethyl) cyclohex-2,4-dien-1-yl)-2-oxa-7-azaspiro[4.4]non-3-ene-7-carboxylate FC(C=1C=CC(CC1)C=1OCC2(C1)CN(CC2)C(=O)OC(C)(C)C)(F)F